C(#N)C=1NC(=C(C1C#N)C#N)C#N 2,3,4,5-tetracyanopyrrole